tert-butyl 2,7-diazaspiro[3.5]nonan-7-carboxylate C1NCC12CCN(CC2)C(=O)OC(C)(C)C